ClC1=CC=C(C=C1)CCNC(C1=CC=C(C=C1)C1=NNC(=C1)C1=CC(=CC=C1)C(F)(F)F)=O N-(4-chlorophenylethyl)-4-(5-(3-(trifluoromethyl)phenyl)-1H-pyrazol-3-yl)benzamide